2-[2-[2-[3-(4-amino-1-tert-butyl-pyrazolo[3,4-d]pyrimidin-3-yl)-5-cyclopropyl-isoxazol-4-yl]pyrimidin-5-yl]ethoxy]acetic acid NC1=C2C(=NC=N1)N(N=C2C2=NOC(=C2C2=NC=C(C=N2)CCOCC(=O)O)C2CC2)C(C)(C)C